C(C1=CC=CC=C1)(=O)NC[C@H](C(=O)[O-])[C@@H](C)O (2S,3R)-2-benzamidomethyl-3-hydroxybutyrate